(R)-1-(((7-(8-ethyl-7-fluoro-3-(methoxymethoxy)naphthalen-1-yl)-8-fluoro-4-(3-hydroxy-3-methylpiperidin-1-yl)pyrido[4,3-d]pyrimidin-2-yl)oxy)methyl)cyclopropanecarbonitrile C(C)C=1C(=CC=C2C=C(C=C(C12)C1=C(C=2N=C(N=C(C2C=N1)N1C[C@](CCC1)(C)O)OCC1(CC1)C#N)F)OCOC)F